1-(3,5-difluorobenzyl)-2-((2,2-difluoroethoxy)methyl)-6-(4-methoxy-5H-pyrrolo[3,2-d]pyrimidin-5-yl)-1H-imidazo[4,5-b]pyridine FC=1C=C(CN2C(=NC3=NC=C(C=C32)N3C=CC=2N=CN=C(C23)OC)COCC(F)F)C=C(C1)F